CO[C@@H]1[C@]2(C)[C@@H](CC1)[C@@H]1CC[C@H]3CC(CC[C@]3(COC)[C@H]1CC2)O (5α,17β)-17,19-Dimethoxyandrostan-3-ol